(Z)-1-(2-fluoro-4-(5-(4-(trifluoromethoxy)phenyl)-1,3,4-oxadiazol-2-yl)phenyl)-3-(3-(5-methyl-2-(2,2,2-trifluoro-1-methoxyethyl)phenyl)-4-oxothiazolidin-2-ylidene)urea FC1=C(C=CC(=C1)C=1OC(=NN1)C1=CC=C(C=C1)OC(F)(F)F)NC(=O)\N=C\1/SCC(N1C1=C(C=CC(=C1)C)C(C(F)(F)F)OC)=O